C1(CC1)CN1C(=CC=2C1=NC=CC2)C2=NC1=C(N2CC2CCNCC2)C(=CC(=C1)C(=O)N1[C@@H]2CC[C@H](C1)[C@H]2N)OC (1R,4R,7R)-2-{2-[1-(cyclopropylmethyl)-1H-pyrrolo[2,3-b]pyridin-2-yl]-7-methoxy-1-[(piperidin-4-yl)methyl]-1H-1,3-benzodiazole-5-carbonyl}-2-azabicyclo[2.2.1]heptan-7-amine